2-[(2R)-4-[4-chloro-2-(trifluoromethyl)benzoyl]-2-ethylpiperazin-1-yl]-5-(2-ethoxypyridin-3-yl)-N-{[(2R)-1-methylazetidin-2-yl]methyl}benzamide ClC1=CC(=C(C(=O)N2C[C@H](N(CC2)C2=C(C(=O)NC[C@@H]3N(CC3)C)C=C(C=C2)C=2C(=NC=CC2)OCC)CC)C=C1)C(F)(F)F